(R)-tert-butyldimethyl((2,5,7,8-tetramethyl-2-(4-methylpent-3-en-1-yl)chroman-6-yl)oxy)silane C(C)(C)(C)[Si](OC=1C(=C2CC[C@](OC2=C(C1C)C)(CCC=C(C)C)C)C)(C)C